(R)-8-(5-methylthiazol-2-yl)-N-(1-(2-(trifluoromethyl)pyrimidin-5-yl)ethyl)-3,4-dihydro-2H-benzo[b][1,4]oxazine-6-carboxamide CC1=CN=C(S1)C1=CC(=CC2=C1OCCN2)C(=O)N[C@H](C)C=2C=NC(=NC2)C(F)(F)F